C[C@@H]1N2[C@@H](CC3=C1NC=1C=CC=CC31)C(N(CC2=O)/N=C/C2CCCCC2)=O (6S,12aS)-6-methyl-2-((E)-cyclohexylmethyleneamino)-2,3,12,12a-tetrahydropyrazino[1',2':1,6]pyrido[3,4-b]indole-1,4(6H,7H)-dione